14-oxa-10,19,20-triazatetracyclo[13.5.2.12,6.018,21]tricosa-1(20),2(23),3,5,15(22),16,18(21)-heptaen-9-one C=12C=3C=CC=C(CCC(NCCCOC=4C=CC(NN1)=C2C4)=O)C3